Methyl 4-(4-amino-6-(4-methacrylamidophenyl)-7H-cyclopenta[d]pyrimidin-5-yl)benzoate NC=1C2=C(N=CN1)CC(=C2C2=CC=C(C(=O)OC)C=C2)C2=CC=C(C=C2)NC(C(=C)C)=O